OCC(S(=O)(=O)[O-])(F)F.[Na+] sodium 2-hydroxy-1,1-Difluoroethanesulfonate